CC1=CC=C(N=N1)NC=1C=CC2=C(N(C=N2)C2=CC=C(C(=N2)N2CC[C@@H]3NCC[C@H]32)C(C)O)C1 |r| 1-[6-[6-[(6-methylpyridazin-3-yl)amino]benzimidazol-1-yl]-2-[rac-(3aR,6aS)-2,3,3a,5,6,6a-hexahydro-1H-pyrrolo[3,2-b]pyrrol-4-yl]-3-pyridyl]ethanol